5-[(4R,7R,8aS)-4-methyl-7-[[(7R)-7-methyl-5,6,7,8-tetrahydro-1,6-naphthyridin-2-yl]amino]-3,4,6,7,8,8a-hexahydro-1H-pyrrolo[1,2-a]pyrazin-2-yl]quinoline-8-carbonitrile C[C@@H]1CN(C[C@H]2N1C[C@@H](C2)NC2=NC=1C[C@H](NCC1C=C2)C)C2=C1C=CC=NC1=C(C=C2)C#N